2-[3-[4-(3,3-Difluoroazetidine-1-carbonyl)-3,5-dimethoxy-phenyl]imidazo[1,2-a]pyridin-7-yl]-2-methyl-propionitrile FC1(CN(C1)C(=O)C1=C(C=C(C=C1OC)C1=CN=C2N1C=CC(=C2)C(C#N)(C)C)OC)F